2-pyridinylethanol N1=C(C=CC=C1)CCO